NCCOC=1C(=C2CC(CC2=CC1)NCCCC1CN(C(O1)=O)C=1C=CC=2OCC(NC2N1)=O)Cl 6-[5-[3-[[5-(2-aminoethoxy)-4-chloro-2,3-dihydro-1H-inden-2-yl]amino]propyl]-2-oxo-1,3-oxazolidin-3-yl]-4H-pyrido[3,2-b][1,4]oxazin-3-one